diethyl ((3-bromo-5-((methylsulfinyl)methyl)-7-(4,4,4-trifluorobutoxy)benzo[b]thiophen-2-yl)difluoromethyl)phosphonate BrC=1C2=C(SC1C(F)(F)P(OCC)(OCC)=O)C(=CC(=C2)CS(=O)C)OCCCC(F)(F)F